(methoxy-d3)-1,3,4-oxadiazole C(OC=1OC=NN1)([2H])([2H])[2H]